C(C)(C)(C)OC(=O)N[C@H](C(=O)O)CC1=CC2=CC=CC=C2C=C1 (S)-2-((tert-butoxycarbonyl)amino)-3-(naphthalen-2-yl)propanoic acid